OCC=1C=CC(=NC1)N1C[C@H]2N(CC1)C([C@H](C2)CCCC2=CC=CC=1N2N=CN1)=O (7s,8as)-2-[5-(hydroxymethyl)pyridin-2-yl]-7-(3-[[1,2,4]triazolo[1,5-a]pyridin-5-yl]propyl)-hexahydropyrrolo[1,2-a]pyrazin-6-one